C(#N)C1=CC(=NN1)CN(C(=O)NC1=CC(=C(C=C1)C#N)C(F)F)C=1C=NC(=NC1)OC ((5-cyano-1H-pyrazol-3-yl)methyl)-3-(4-cyano-3-(difluoromethyl)phenyl)-1-(2-methoxypyrimidin-5-yl)urea